4-(4-(4-amino-2,6-difluorophenoxy)-1-((2-(trimethylsilyl)ethoxy)methyl)-1H-pyrrolo[2,3-b]pyridin-3-yl)-N-(3-methoxypropyl)-N-methylbenzamide NC1=CC(=C(OC2=C3C(=NC=C2)N(C=C3C3=CC=C(C(=O)N(C)CCCOC)C=C3)COCC[Si](C)(C)C)C(=C1)F)F